2-(naphthalen-2-yl)-4-phenyl-6-(3-(spiro[cyclopentane-1,9'-fluoren]-2'-yl)phenyl)-1,3,5-triazine C1=C(C=CC2=CC=CC=C12)C1=NC(=NC(=N1)C1=CC=CC=C1)C1=CC(=CC=C1)C1=CC=2C3(C4=CC=CC=C4C2C=C1)CCCC3